1-amino-naphthalen-2-ol NC1=C(C=CC2=CC=CC=C12)O